N1(CCC1)C1=CC=C2[C@]3(CC=4C(=NOC4C2=C1)NS(=O)(=O)C1=C(C=C(C(=O)NC)C=C1OC)OC)[C@@H]([C@H]3C)F |o1:8,35,36| rel-4-{[(1R,2R,3S)-8'-(azetidin-1-yl)-2-fluoro-3-methyl-4'H-spiro[cyclopropane-1,5'-naphtho[2,1-d][1,2]oxazol]-3'-yl]sulfamoyl}-3,5-dimethoxy-N-methylbenzamide